1-N-[2-[4-(hydroxymethyl)cyclohexyl]-6-(1-hydroxy-1-methyl-ethyl)indazol-5-yl]-6-(trifluoromethoxy)pyridine-2-carboxamide OCC1CCC(CC1)N1N=C2C=C(C(=CC2=C1)N1C(C=CC=C1OC(F)(F)F)C(=O)N)C(C)(C)O